[2-[[4-(6-bromo-5-methyl-3-pyridinyl)-5-oxo-1,2,4-triazol-1-yl]methyl]-3,3-difluoro-allyl]carbamic acid tert-butyl ester C(C)(C)(C)OC(NCC(=C(F)F)CN1N=CN(C1=O)C=1C=NC(=C(C1)C)Br)=O